3-(2-bromothiazol-4-yl)-2-methylcyclopent-2-en-1-one BrC=1SC=C(N1)C1=C(C(CC1)=O)C